C(C)(C)(C)[Si](C)(C)OCC=1SC=C(C1)CC1=CC(=CC=C1)Cl tert-Butyl([4-(3-chlorobenzyl)-2-thienyl]methoxy)dimethylsilane